rac-(3s,4s,6s)-1-benzyl-4-ethyl-6-phenyl-piperidin-3-ol C(C1=CC=CC=C1)N1C[C@H]([C@H](C[C@H]1C1=CC=CC=C1)CC)O |r|